N[C@@H]1[C@@H](CC[C@H](C2=NC=CC=C21)O)C2=C(C(=CC=C2)F)F (5R,6S,9R)-5-amino-6-(2,3-difluorophenyl)-6,7,8,9-tetrahydro-5H-cyclohepta[b]pyridin-9-ol